CN1N=C(C=C1)C=1C(CCC1)=O 2-(1-methyl-1H-pyrazol-3-yl)cyclopent-2-en-1-one